methyl 5-((5-((1S,3R)-3-((2,2-dimethylazetidine-1-carbonyl)oxy)cyclopentyl)-1H-pyrazol-3-yl)amino)pyrazine-2-carboxylate CC1(N(CC1)C(=O)O[C@H]1C[C@H](CC1)C1=CC(=NN1)NC=1N=CC(=NC1)C(=O)OC)C